1-(4-chloro-3-fluorophenyl)-N-(3-{[(2R,4R)-6-chloro-4-hydroxy-3,4-dihydro-2H-1-benzopyran-2-carbonyl]amino}bicyclo[1.1.1]pentan-1-yl)-1H-pyrazole-4-carboxamide ClC1=C(C=C(C=C1)N1N=CC(=C1)C(=O)NC12CC(C1)(C2)NC(=O)[C@@H]2OC1=C([C@@H](C2)O)C=C(C=C1)Cl)F